(7S)-4-azaspiro[2.5]octan C1CC12NCCCC2